FC1=C(C(=O)N[C@H](C)\C=C\S(=O)(=O)C)C=CC(=C1)N[C@@H](C)C1=C(C=CC=C1)C 2-Fluoro-N-((R,E)-4-(methylsulfonyl)but-3-en-2-yl)-4-(((S)-1-(o-tolyl)ethyl)amino)benzamide